6-(m-tolyl)pyridazin-3(2H)-one C1(=CC(=CC=C1)C=1C=CC(NN1)=O)C